2-phenethyl-6-(3-(trifluoromethyl)phenyl)isoquinolin-1(2H)-one C(CC1=CC=CC=C1)N1C(C2=CC=C(C=C2C=C1)C1=CC(=CC=C1)C(F)(F)F)=O